CC1(C2CN(CC12)C=O)C (6,6-dimethyl-3-Azabicyclo[3.1.0]hexane-3-yl)methanone